(2'-Methoxy-4'-methyl-3,4,5,6-tetrahydro-2H-[1,3']bipyridinyl-4-yl)-[4-nitro-2-(2-trimethylsilanyl-ethoxymethyl)-2H-pyrazol-3-ylmethyl]-amine COC1=NC=CC(=C1N1CCC(CC1)NCC=1N(N=CC1[N+](=O)[O-])COCC[Si](C)(C)C)C